C(#N)C=1C=C(C=CC1C)C[C@@H]1CC[C@H](CC1)C(=O)OC methyl trans-4-[(3-cyano-4-methyl-phenyl)methyl]cyclohexanecarboxylate